Cl.N1C(=NCC2=CC=CC=C12)SCCCC(=O)N1CCCC1 4-((1,4-dihydro-quinazolin-2-yl)thio)-1-(pyrrolidin-1-yl)butan-1-one hydrochloride